C1(CC1)OC(=O)N1CCCC2=NC(=CC=C12)C(C)NC(C1=CC=C(C=C1)OC)=O Cyclopropyl-6-(1-(4-methoxybenzamido)ethyl)-3,4-dihydro-1,5-naphthyridin-1(2H)-carboxylat